[4-(5-Chlorooxazolo[4,5-b]pyridin-2-yl)piperazin-1-yl]-[4-[5-(2-fluoro-2-methyl-propyl)-1,2,4-oxadiazol-3-yl]phenyl]methanone ClC1=CC=C2C(=N1)N=C(O2)N2CCN(CC2)C(=O)C2=CC=C(C=C2)C2=NOC(=N2)CC(C)(C)F